(S)-N-(3-chloro-4-(4-(piperidine-3-carbonyl)piperazine-1-carbonyl)phenyl)-5-(4-(cyanomethoxy)-2,3-difluorophenyl)-1-methyl-1H-imidazole-2-carboxamide 2,2,2-trifluoroacetate FC(C(=O)O)(F)F.ClC=1C=C(C=CC1C(=O)N1CCN(CC1)C(=O)[C@@H]1CNCCC1)NC(=O)C=1N(C(=CN1)C1=C(C(=C(C=C1)OCC#N)F)F)C